(-)-1-[(3S*,4R*)-1-(cyanomethyl)-4-(6-fluoro-2,3-dihydrobenzofuran-5-yl)-2-oxopyrrolidin-3-yl]-3-(4-fluorophenyl)urea C(#N)CN1C([C@H]([C@@H](C1)C=1C(=CC2=C(CCO2)C1)F)NC(=O)NC1=CC=C(C=C1)F)=O |o1:5,6|